N[S@@](=NC(CC1=C(C=C(C=C1C(C)C)C1=CC(=C(C=C1)C)C)C(C)C)=O)(=O)C=1SC(=CN1)C(C)(C)O (S)-N-(amino(5-(2-hydroxypropan-2-yl)thiazol-2-yl)(oxo)-λ6-sulfaneylidene)-2-(3,5-diisopropyl-3',4'-dimethyl-[1,1'-biphenyl]-4-yl)acetamide